CC(CC(=O)N1CNC(CC1C(=O)NCC1=CC=C(C=C1)C(C)C)=O)(C)C 3-(3,3-dimethylbutyryl)-N-(4-isopropylbenzyl)-6-oxohexahydropyrimidine-4-carboxamide